C/C(/CO)=C\C=C\C=C(\CO)/C (2E,4E,6E)-2,7-dimethylocta-2,4,6-triene-1,8-diol